CN1N=NN=C1C(C1=CC=CC=C1)=NOCC1=CC=CC(=N1)NC(OC(C)(C)C)=O tert-butyl N-[6-[[[(1-methyltetrazol-5-yl)-phenyl-methylene]amino]oxymethyl]-2-pyridyl]carbamate